S1C(=CC=C1)C=1SC(=C2C1OCCO2)C2=CC=C(C1=NSN=C12)C=1SC(=C2OCCOC21)C=2SC=CC2 4,7-bis(7-(thiophene-2-yl)-2,3-dihydro-thieno[3,4-b][1,4]dioxin-5-yl)benzo[c][1,2,5]thiadiazole